BrC1=[N+](C=C(C(=C1)[N+](=O)[O-])NC(C)C)[O-] 2-bromo-5-(isopropylamino)-4-nitropyridine 1-oxide